N1=CC=CC=C1C1=NC(=NC=C1)N1CCNCC1 pyridin-6-yl-2-(piperazin-1-yl)pyrimidine